4-(4-bromophenyl)-7-(naphthalen-2-yl)quinazoline BrC1=CC=C(C=C1)C1=NC=NC2=CC(=CC=C12)C1=CC2=CC=CC=C2C=C1